ClC1=NC=C(C(=C1)N[C@@H](CCO)C)C1=NN(C=C1)C(F)F (R)-3-((2-chloro-5-(1-(difluoromethyl)-1H-pyrazol-3-yl)pyridin-4-yl)amino)butan-1-ol